2-(3-((3'-(5-(2-hydroxyethyl)-4,5,6,7-tetrahydrothiazolo[5,4-c]pyridin-2-yl)-2,2'-dimethyl-[1,1'-biphenyl]-3-yl)oxy)propyl)-2,8-diazaspiro[4.5]decane-8-carboxylic acid tert-butyl ester C(C)(C)(C)OC(=O)N1CCC2(CCN(C2)CCCOC=2C(=C(C=CC2)C2=C(C(=CC=C2)C=2SC=3CN(CCC3N2)CCO)C)C)CC1